tert-butyl 6-methyl-2,7-diazaspiro[3.5]nonane-7-carboxylate CC1CC2(CNC2)CCN1C(=O)OC(C)(C)C